2-{(1S)-1-[(1R)-3,3-dimethylcyclohexyl] ethoxy}-2-oxoethyl propionate C(CC)(=O)OCC(=O)O[C@@H](C)[C@H]1CC(CCC1)(C)C